2-(5-fluoro-2-(4-(piperidin-1-yl)-3-(1-((tetrahydrofuran-3-yl)methyl)-1H-indazole-3-carboxamido)benzamido)phenyl)acetic acid FC=1C=CC(=C(C1)CC(=O)O)NC(C1=CC(=C(C=C1)N1CCCCC1)NC(=O)C1=NN(C2=CC=CC=C12)CC1COCC1)=O